2-(3-methyloxetan-3-yl)pyrimidin-4-ol CC1(COC1)C1=NC=CC(=N1)O